N-(5-cyclopropyl-4-fluoro-1H-pyrazol-3-yl)quinazolin-4-amine C1(CC1)C1=C(C(=NN1)NC1=NC=NC2=CC=CC=C12)F